C(C)(=O)C1=C(C2=C(N=C(N=C2)NC2=NC=C(C=C2)N2CCN(CC2)CC2=CC=C(C=C2)CCl)N(C1)C1CCCC1)C 6-acetyl-2-((5-(4-(4-(chloromethyl)benzyl)piperazin-1-yl)pyridin-2-yl)amino)-8-cyclopentyl-5-methylpyrido[2,3-d]pyrimidin